NC1=CC=C(C=C1)OC(C1=CC=C(C=C1)OC)=O.C1(=CC=CC=C1)N1C(N(CC1)C1CNCCC1)=O 1-phenyl-3-(piperidin-3-yl)imidazolin-2-one p-aminophenyl-p-anisate